ClC=1C=2CCN(C(C2C(=C2C1OC(O2)(C)[C@@H]2CC[C@@H](CC2)N(C)C)C)=O)CC=2C(NC(=CC2C)C)=O 9-chloro-6-((4,6-dimethyl-2-oxo-1,2-dihydropyridin-3-yl)methyl)-2-(cis-4-(dimethylamino)cyclohexyl)-2,4-dimethyl-7,8-dihydro-[1,3]dioxolo[4,5-g]isoquinolin-5(6H)-one